ClC=1C=C(C=2CCCC(C2C1)O)S(=O)(=O)NC1=C(C(=C(C=C1)F)C=1C=C2C=NC(=NC2=CC1)NC1CCN(CC1)CCOC)F 3-chloro-N-(2,4-difluoro-3-(2-((1-(2-methoxyethyl)piperidin-4-yl)amino)quinazolin-6-yl)phenyl)-5-hydroxy-5,6,7,8-tetrahydronaphthalene-1-sulfonamide